C[C@H]1COCCCN1C=1C=C2C(=CC=NC2=CC1)C(=O)O (S)-6-(3-methyl-1,4-oxaazepan-4-yl)quinoline-4-carboxylic acid